FC1=CC=C(C=C1)B(O)O (4-fluorophenyl)boronic acid